C(#N)C=1C=C(C(=O)O)C=C(C1)S 3-cyano-5-sulfanyl-benzoic acid